3-(benzylthio)-1-(4-fluoro-5,6-dimethoxybenzo[b]thiophen-2-yl)propan-1-one C(C1=CC=CC=C1)SCCC(=O)C1=CC2=C(S1)C=C(C(=C2F)OC)OC